C(C)N(CCNC(C1=CC=C(C=C1)NC(C(C)C)=O)=O)CC N-[2-(diethylamino)ethyl]-4-(isobutyrylamino)benzamide